(2-(benzyloxy)phenyl)hydrazine C(C1=CC=CC=C1)OC1=C(C=CC=C1)NN